N1(CCCC1)C1=C2C(=CN(C2=CC=C1)S(=O)(=O)C1=CC=C(C)C=C1)C=O 4-(pyrrolidin-1-yl)-1-p-toluenesulfonyl-1H-indole-3-carbaldehyde